S1C(=CC=C1)C(=O)N1CN(N=C1)C1=CC=C(C=C1)C(F)(F)F 4-(thiophene-2-carbonyl)-2-(4-(trifluoromethyl)phenyl)-2,4-dihydro-3H-1,2,4-triazole